2-(3,8-diazabicyclo[3.2.1]oct-8-yl)-N4-(1H-indazol-5-yl)-N6-methylpyrimidine-4,6-diamine C12CNCC(CC1)N2C2=NC(=CC(=N2)NC=2C=C1C=NNC1=CC2)NC